C1NCC2=CC(=CC=C12)CNS(=O)(=O)C N-[(2,3-dihydro-1H-isoindol-5-yl)methyl]methanesulfonamide